(4,6-dimethoxy-1,3,5-triazin-2-yl)-4-methylchloromorpholine COC1=NC(=NC(=N1)OC)C1(N(CCOC1)C)Cl